CC=1C=C(OC1C(NC)=O)/C=C/C(=O)OC methyl (E)-3-[4-methyl-5-(methylcarbamoyl) furan-2-yl]acrylate